3,3'-(1,4-phenylene)bis[1-(4-vinylbenzyl)-5-ethylthio-1H-1,2,4-triazole] C1(=CC=C(C=C1)C1=NN(C(=N1)SCC)CC1=CC=C(C=C1)C=C)C1=NN(C(=N1)SCC)CC1=CC=C(C=C1)C=C